(2,6-dioxopiperidin-3-yl)-2-methylquinolin O=C1NC(CCC1C=1C(=NC2=CC=CC=C2C1)C)=O